O[C@H](CN(C(C1=CC=C(C=C1)C1=CNC2=NC=C(N=C21)C=2C=C1CCN(CC1=C(C2)OC)C)=O)C)C (S)-N-(2-hydroxypropyl)-4-(2-(8-methoxy-2-methyl-1,2,3,4-tetrahydroisoquinolin-6-yl)-5H-pyrrolo[2,3-b]pyrazin-7-yl)-N-methylbenzamide